(2-(1,2,3,4,4a,5,8,8a-octahydro-1,4:5,8-dimethanonaphthalen-2-yl)ethyl)oxirane C12C(CC(C3C4C=CC(C13)C4)C2)CCC2OC2